C(#N)C=1C=NC(=NC1)[C@H](C)NC(CN1C(NC2=CC=C(C(=C2C1=O)C)F)=O)=O (S)-N-(1-(5-cyanopyrimidin-2-yl)ethyl)-2-(6-fluoro-5-methyl-2,4-dioxo-1,4-dihydroquinazolin-3(2H)-yl)acetamide